(5R)-5-[4-(7-{[(1R)-1-(2,4-dichlorophenyl)ethyl]amino}-2-methylpyrazolo[4,3-d]pyrimidin-5-yl)piperazine-1-carbonyl]pyrrolidin-2-one ClC1=C(C=CC(=C1)Cl)[C@@H](C)NC=1C=2C(N=C(N1)N1CCN(CC1)C(=O)[C@H]1CCC(N1)=O)=CN(N2)C